O=C1CC(CN1)C1(COC1)NC(OC(C)(C)C)=O tert-butyl (3-(5-oxopyrrolidin-3-yl)oxetan-3-yl)carbamate